tert-butyl ((R)-1-(((3S,4S)-4-(3-chlorophenyl)-1-(imidazo[1,5-a]pyridine-8-carbonyl)piperidin-3-yl)amino)-3-methyl-1-oxobutan-2-yl)carbamate ClC=1C=C(C=CC1)[C@H]1[C@@H](CN(CC1)C(=O)C=1C=2N(C=CC1)C=NC2)NC([C@@H](C(C)C)NC(OC(C)(C)C)=O)=O